[bis(trifluoromethanesulfonyl)amino]Dimethylmethoxysilane FC(S(=O)(=O)N(S(=O)(=O)C(F)(F)F)[Si](OC)(C)C)(F)F